2-((5-((1-(methylsulfonyl)piperidin-4-yl)methoxy)-4-oxo-4H-pyran-2-yl)methyl)-5-(trifluoromethyl)isoindoline 2-oxide CS(=O)(=O)N1CCC(CC1)COC=1C(C=C(OC1)C[N+]1(CC2=CC=C(C=C2C1)C(F)(F)F)[O-])=O